C1(=CC(=CC=C1)/C=C/C(=O)N1C(OC[C@@H]1C(C)C)=O)C1=CC=CC=C1 (S,E)-3-(3-([1,1'-biphenyl]-3-yl)acryloyl)-4-isopropyloxazolidin-2-one